CC1=NC(NC(=C1C(=O)OCC)C)=O ethyl 4,6-dimethyl-2-oxo-1,2-dihydropyrimidine-5-carboxylate